2-((3-phenyl-1,2,4-oxadiazol-5-yl)methyl)-6-(2-(2,2,2-trifluoroethoxy)pyrimidin-5-yl)pyridazine-3(2H)-one C1(=CC=CC=C1)C1=NOC(=N1)CN1N=C(C=CC1=O)C=1C=NC(=NC1)OCC(F)(F)F